2'-oxo-1'-((2-(trimethylsilyl)ethoxy)methyl)-1,1',2',4,6,7-hexahydrospiro[indole-5,3'-pyrrolo[2,3-b]pyridine]-2-carboxylic acid ethyl ester C(C)OC(=O)C=1NC=2CCC3(C(N(C4=NC=CC=C43)COCC[Si](C)(C)C)=O)CC2C1